(1-((2-(2,6-dioxopiperidin-3-yl)-1,3-dioxoisoindolin-5-yl)piperidine-4-yl)methyl)azelaic acid O=C1NC(CCC1N1C(C2=CC=C(C=C2C1=O)N1CCC(CC1)CC(C(=O)O)CCCCCCC(=O)O)=O)=O